The molecule is a tripeptide consisting of an Ile-Ile-Thr-NH2 sequence N-substituted on the threonamide amidic nitrogen with a (2S)-4-methyl-1-[(2R)-2-methyloxiran-2-yl]-1-oxopentan-2-yl group and with acetyl and methyl groups on the nitrogen of the isoleucine residue distal to the threonamide; a naturally occurring selective proteasome inhibitor with anti-inflammatory activity. It has a role as a proteasome inhibitor. It is a member of morpholines and a tripeptide. CC[C@H](C)[C@@H](C(=O)N[C@@H]([C@@H](C)O)C(=O)N[C@@H](CC(C)C)C(=O)[C@]1(CO1)C)NC(=O)[C@H]([C@@H](C)CC)N(C)C(=O)C